cyclopropyl-1-(3-formylbenzyl)-N3-methyl-2-oxo-1,2-dihydropyridine-3,5-dicarboxamide C1(CC1)C1=C(C(N(C=C1C(=O)N)CC1=CC(=CC=C1)C=O)=O)C(=O)NC